FC1=C(CC2=C(C=C3CN(C(C3=C2)=O)CC2OCCC2)C)C=CC(=C1)C1=NN(C=C1)C 6-(2-fluoro-4-(1-methyl-1H-pyrazol-3-yl)benzyl)-5-methyl-2-(tetrahydrofuran-2-ylmethyl)isoindolin-1-one